2-cyano-N-(1-(4-(trifluoromethyl)phenyl)-1,2,3,4-tetrahydroquinolin-3-yl)acetamide C(#N)CC(=O)NC1CN(C2=CC=CC=C2C1)C1=CC=C(C=C1)C(F)(F)F